The molecule is the (S,S)-tartaric acid salt of butorphanol. It is used for relief or moderate to severe pain. It has a role as a kappa-opioid receptor agonist, a mu-opioid receptor agonist and an opioid analgesic. It is a morphinane alkaloid and a tartrate salt. It contains a butorphanol. C1CC[C@]2([C@H]3CC4=C([C@]2(C1)CCN3CC5CCC5)C=C(C=C4)O)O.[C@H]([C@@H](C(=O)O)O)(C(=O)O)O